N-cyclohexyl-2-benzothiazolyl-sulfenamide C1(CCCCC1)NSC=1SC2=C(N1)C=CC=C2